5-(6-(difluoromethyl)-2-(imidazo[1,2-a]pyridin-7-yl)pyridin-3-yl)-2-(3,3,3-trifluoro-2,2-dimethylpropyl)oxazole FC(C1=CC=C(C(=N1)C1=CC=2N(C=C1)C=CN2)C2=CN=C(O2)CC(C(F)(F)F)(C)C)F